2-(7-((4-(4-(2-(2-(2,4-di-tert-butyl-5-(4-oxo-1,4-dihydroquinoline-3-carboxamido)phenoxy)ethoxy)ethoxy)phenyl)piperidin-1-yl)sulfonyl)-4-oxo-1,2-dihydroquinazolin-3(4H)-yl)acetic acid C(C)(C)(C)C1=C(OCCOCCOC2=CC=C(C=C2)C2CCN(CC2)S(=O)(=O)C2=CC=C3C(N(CNC3=C2)CC(=O)O)=O)C=C(C(=C1)C(C)(C)C)NC(=O)C1=CNC2=CC=CC=C2C1=O